(3-(2-(dimethylamino)ethyl)-5-methoxy-1H-indol-1-yl)methyl pivalate C(C(C)(C)C)(=O)OCN1C=C(C2=CC(=CC=C12)OC)CCN(C)C